[H-].[H-].[H-].N ammonia trishydride